N1=CC=CC=2CN(CCC12)C1=C(C=C(C=N1)C(=O)NC(C)C)C 6-(7,8-dihydro-5H-1,6-naphthyridin-6-yl)-N-isopropyl-5-methyl-pyridine-3-carboxamide